FC=1C(=C(C=CC1)NC1=C(NC2=C1C(NCC2)=O)C2=C(C=NC=C2)OCC=2N=C1N(C=CC=C1)C2)OC 3-[(3-fluoro-2-methoxyphenyl)amino]-2-(3-[imidazo[1,2-a]pyridin-2-ylmethoxy]pyridin-4-yl)-1H,5H,6H,7H-pyrrolo[3,2-c]pyridin-4-one